5-(4-((4-Fluorobenzo[d]thiazol-5-yl)amino)thieno[2,3-b]pyridin-2-yl)-6-methyl-3,6-dihydropyridine-1(2H)-carboxylic acid tert-butyl ester C(C)(C)(C)OC(=O)N1CCC=C(C1C)C1=CC=2C(=NC=CC2NC=2C=CC3=C(N=CS3)C2F)S1